1-(3-chloro-4-(6-(1-methylcyclopropoxy)-9-((4-methylpyridin-2-yl)methyl)-9H-purin-8-yl)phenyl)azetidine-3-carboxamide ClC=1C=C(C=CC1C=1N(C2=NC=NC(=C2N1)OC1(CC1)C)CC1=NC=CC(=C1)C)N1CC(C1)C(=O)N